2-O-(L-phenylalanyl)-4'-nitro-2',5-dichlorosalicylanilide acetate C(C)(=O)O.N[C@@H](CC1=CC=CC=C1)C(=O)OC=1C(C(=O)NC2=C(C=C(C=C2)[N+](=O)[O-])Cl)=CC(=CC1)Cl